N-[2-(4-isopropylpiperazin-1-yl)ethyl]-6-[5-(6-methyl-2-pyridyl)-1H-triazol-4-yl]-1,5-naphthyridin-3-amine C(C)(C)N1CCN(CC1)CCNC=1C=NC2=CC=C(N=C2C1)C=1N=NNC1C1=NC(=CC=C1)C